F[C@@H]1CN(CC[C@@H]1NC1=C2C=C(N(C2=CC=C1)CC(F)(F)F)C1=NN=C(S1)CNC(C1=CC=CC=C1)=O)C N-{[5-(4-{[(3R,4S)-3-fluoro-1-methylpiperidin-4-yl]amino}-1-(2,2,2-trifluoroethyl)-1H-indol-2-yl)-1,3,4-thiadiazol-2-yl]methyl}benzamide